N-[2-(2-aminoethoxy)ethyl]-4-[[3-[1-(2,3-dihydroxypropyl)-3-(trifluoromethyl)pyrazol-4-yl]imidazo[1,2-a]pyrazin-8-yl]amino]-2-ethylbenzamide formate C(=O)O.NCCOCCNC(C1=C(C=C(C=C1)NC=1C=2N(C=CN1)C(=CN2)C=2C(=NN(C2)CC(CO)O)C(F)(F)F)CC)=O